dioleoyl oxide C(CCCCCCC\C=C/CCCCCCCC)(=O)OC(CCCCCCC\C=C/CCCCCCCC)=O